FC(C1=C(CN2CCC(CC2)C2NC3=C(OC2)C=CC(=C3)Cl)C=C(C=C1)C(F)(F)F)(F)F 3-(1-(2,5-Bis(trifluoromethyl)benzyl)piperidin-4-yl)-6-chloro-3,4-dihydro-2H-benzo[b][1,4]oxazine